FCCCOC=1C=C(C=CC1)C=1N=C2N(C=CC(=C2)NC)C1 2-(3-(3-fluoropropoxy)phenyl)-N-methylimidazo[1,2-a]pyridin-7-amine